FC1=CC=C2C(=NN(C2=C1)C1=CC(=CC=C1)S(=O)(=O)C)C(C)N1N=C(C=2C1=NC=NC2N)C (1-(6-fluoro-1-(3-(methylsulfonyl)phenyl)-1H-indazol-3-yl)ethyl)-3-methyl-1H-pyrazolo[3,4-d]pyrimidin-4-amine